N-{4-[3-(dibenzo[f,h]quinoxalin-2-yl)phenyl]phenyl}amine N1=C(C=NC2=C3C(=C4C(=C12)C=CC=C4)C=CC=C3)C=3C=C(C=CC3)C3=CC=C(C=C3)N